(E)-1-(4-chlorophenyl)-3-(3,4-dichlorophenyl)prop-2-en-1-one ClC1=CC=C(C=C1)C(\C=C\C1=CC(=C(C=C1)Cl)Cl)=O